NC1=NC=2C=CC(=CC2C2=C1C=NN2C)C(=O)N(N2C(N(CC2)C)=O)CC=2N=C1N(C=CC(=C1)Cl)C2 4-amino-N-((7-chloroimidazo[1,2-a]pyridin-2-yl)methyl)-1-methyl-N-(3-methyl-2-oxoimidazolidin-1-yl)-1H-pyrazolo[4,3-c]quinoline-8-carboxamide